1-(6-(4-(5-hydroxy-2-methylphenyl)-3,7,7-trimethyl-5,6,7,8-tetrahydro-2-quinolinyl)-2,6-diazaspiro[3.4]octan-2-yl)-2-propen-1-one OC=1C=CC(=C(C1)C1=C(C(=NC=2CC(CCC12)(C)C)N1CC2(CN(C2)C(C=C)=O)CC1)C)C